N-(5-bromo-1-((5-cyanopyridin-2-yl)methyl)-1H-pyrazol-3-yl)-2-(4-(1-(trifluoromethyl)cyclopropyl)phenyl)acetamide BrC1=CC(=NN1CC1=NC=C(C=C1)C#N)NC(CC1=CC=C(C=C1)C1(CC1)C(F)(F)F)=O